C(C)(C)OC[C@@H]1CC[C@@]2(CCCN12)CO ((3S,7aS)-3-(isopropoxymethyl)hexahydro-1H-pyrrolizin-7a-yl)methanol